FC1(OC(C(C1(F)F)(F)F)(F)F)C(C(C(C(F)(F)F)(F)F)(F)F)(F)F perfluoro(butyl-tetrahydrofuran)